CC1=C(N=C(S1)CN1CC2(CN(C2)C(=O)N2CC3(C2)NC(CC3)=O)C1)C(F)(F)F 2-[6-[[5-methyl-4-(trifluoromethyl)thiazol-2-yl]methyl]-2,6-diazaspiro[3.3]heptane-2-carbonyl]-2,5-diazaspiro[3.4]octan-6-one